C[C@@]12C(C([C@@H](CC1)C2)(C)C)=O (1R,4S)-1,3,3-trimethyl-bicyclo[2.2.1]Heptane-2-one